5-phenyl-1,4-bis(phenylsulfonyl)-1H-pyrazole C1(=CC=CC=C1)C1=C(C=NN1S(=O)(=O)C1=CC=CC=C1)S(=O)(=O)C1=CC=CC=C1